methyl 7-(2-(2-(5-bromo-2-(difluoromethyl)-4-oxopyrido[3,4-d]pyrimidin-3(4H)-yl)ethoxy)-5-chlorophenyl)thieno[3,2-b]pyridine-3-carboxylate BrC1=CN=CC=2N=C(N(C(C21)=O)CCOC2=C(C=C(C=C2)Cl)C2=C1C(=NC=C2)C(=CS1)C(=O)OC)C(F)F